4-(6-aminobenzo[D]oxazol-2-yl)picolinic acid ethyl ester C(C)OC(C1=NC=CC(=C1)C=1OC2=C(N1)C=CC(=C2)N)=O